3-{4-[(6,7-dimethoxy-4-quinolinyl)oxy]-3-fluoro-5-isopropylphenyl}-1-[5-(trifluoromethyl)-3-pyridinyl]-2,4-imidazolidinedione COC=1C=C2C(=CC=NC2=CC1OC)OC1=C(C=C(C=C1C(C)C)N1C(N(CC1=O)C=1C=NC=C(C1)C(F)(F)F)=O)F